Cl.C(C)(C)O isopropanol hydrochloride salt